2-((6-(4-(15-oxo-2,5,8,11-tetraoxa-14-azahexadecyl)-1H-1,2,3-triazol-1-yl)hexyl)oxy)tetrahydro-2H-pyran-2-carboxylic acid O=C(NCCOCCOCCOCCOCC=1N=NN(C1)CCCCCCOC1(OCCCC1)C(=O)O)C